CC1(CN(C1)C(=O)N[C@H](C(=O)O)CCN(CCCCC1=NC=2NCCCC2C=C1)CCOC1=CC=CC=C1)C (2S)-2-[(3,3-dimethylazetidine-1-carbonyl)amino]-4-[2-phenoxyethyl-[4-(5,6,7,8-tetrahydro-1,8-naphthyridin-2-yl)butyl]amino]butanoic acid